[Phenyl(dimethylfluorenyl)triazinyl](biphenylyl)dibenzothiophene C1(=CC=CC=C1)C1=C(C(=NN=N1)C1=C(C2=C(SC3=C2C=CC=C3)C=C1)C1=C(C=CC=C1)C1=CC=CC=C1)C1=C(C(=CC=3C2=CC=CC=C2CC13)C)C